C(C)(C)(C)OC(=O)N1C=CC2=C(C(=CC(=C12)C)C#CC)CN1[C@@H](CC2(CCCO2)CC1)C1=CC=C(C=C1)C(=O)OC 4-(((7S)-7-(4-(methoxycarbonyl)phenyl)-1-oxa-8-azaspiro[4.5]dec-8-yl)methyl)-7-methyl-5-(prop-1-yn-1-yl)-1H-indole-1-carboxylic acid tert-butyl ester